C(CCCCCCCCCCCCC)(=O)C(C(C(O)C(CCCCCCCCCCCCC)=O)O)O dimyristoylglycerin